4,4,5,5-Tetramethyl-2-(1-(naphthalen-2-yl)spiro[3.3]heptan-2-yl)-1,3,2-dioxaborolane CC1(OB(OC1(C)C)C1C(C2(C1)CCC2)C2=CC1=CC=CC=C1C=C2)C